ClC=1C(=NC=CC1)C(=O)[O-] 3-chloropicolinate